pyridothiazoline S1C=NC2=C1C=CC=N2